7-benzyl-3-(4-chlorobenzyl)-2,3,6,7,8,9-hexahydroimidazo[1,2-a]pyrido[3,4-e]pyrimidin-5(1H)-one C(C1=CC=CC=C1)N1CC=2C(N=C3N(C2CC1)CCN3CC3=CC=C(C=C3)Cl)=O